N[C@@H]1C[C@H](OC[C@@H]1O)C(=O)N1[C@H](C2=CC=CC=C2CC1)C1=CC=C(C=C1)F ((2S,4R,5R)-4-amino-5-hydroxytetrahydro-2H-pyran-2-yl)((S)-1-(4-fluorophenyl)-3,4-dihydroisoquinolin-2(1H)-yl)methanone